BrC=1C=C2CCOCC2=C(C1)CCC(C)N (6-bromoisochroman-8-ylmethyl)propan-2-amine